C(C)(=O)N1[C@H]([C@H](CCC1)NS(=O)(=O)C)CO[C@@H]1CC[C@@H](CC1)C1=C(C=CC=C1C)C N-(cis-1-acetyl-2-(((cis-4-(2,6-dimethylphenyl)cyclohexyl)oxy)-methyl)piperidin-3-yl)methanesulfonamide